ethyl 1-(2-oxo-2-phenylethyl)-1H-imidazole-2-carboxylate O=C(CN1C(=NC=C1)C(=O)OCC)C1=CC=CC=C1